CN(C(=O)N1CC(C1)C)C N,N,3-trimethylazetidin-1-carboxamid